FC1=CC(=C(C=C1)C=1C2=C(C(=NC1C=1SC=3CN(CCC3N1)C(=O)OC(C)(C)C)C1=CC3=C(CS(C3)=O)C=C1)C=CS2)OCCOC tert-butyl 2-[7-[4-fluoro-2-(2-methoxyethoxy) phenyl]-4-(2-oxo-1,3-dihydro-2-benzothien-5-yl) thieno[3,2-c]pyridin-6-yl]-6,7-dihydro-4H-thiazolo[5,4-c]pyridine-5-carboxylate